C(C)(=O)OC(C=C(F)F)CCC1=CC=CC=C1 1,1-Difluoro-5-phenylpent-1-en-3-yl acetate